C(C)OC1=C(CN2CCN(CC2)C(CN2CCC(CC2)(CCC2=CC=CC=C2)CC(=O)[O-])=O)C(=CC=C1)F 1-(2-(4-(2-ethoxy-6-fluorobenzyl) piperazin-1-yl)-2-oxoethyl)-4-phenethylpiperidin-4-ylacetate